Ethyl ((R or S)-((((2R,5R)-4-fluoro-5-(5-methyl-2,4-dioxo-3,4-dihydropyrimidin-1(2H)-yl)-2,5-dihydrofuran-2-yl)oxy)methyl) (phenoxy)phosphoryl)-L-alaninate FC1=C[C@H](O[C@H]1N1C(NC(C(=C1)C)=O)=O)OC[P@@](=O)(OC1=CC=CC=C1)N[C@@H](C)C(=O)OCC |o1:17|